CC=1SC(=C(N1)C)N1C2=NC(=NC(=C2N=C1)NN=CC1=CC(=CC=C1)C)N1CCOCC1 4-(9-(2,4-dimethylthiazol-5-yl)-6-(2-(3-methylbenzylidene)hydrazinyl)-9H-purin-2-yl)morpholine